NC1C=CC(S(=O)(=O)NC2=NC=CS2)=CC=1 Sulfathiazole